(E)-(3-fluoro-2-((5-methyl-4-oxo-4,5,6,7-tetrahydro-2H-pyrazolo[4,3-c]pyridin-2-yl)methyl)allyl)tert-butyl carbamate C(N)(OC(CC/C(=C\F)/CN1N=C2C(C(N(CC2)C)=O)=C1)(C)C)=O